2-(1H-pyrazol-5-yl)pyrido[3,4-d]pyrimidin-4-amine N1N=CC=C1C=1N=C(C2=C(N1)C=NC=C2)N